BrC=1C=NN2N=C(C=CC21)C2CCN(CC2)C(=O)OC(C)(C)C tert-butyl 4-(3-bromopyrazolo[1,5-b]pyridazin-6-yl)piperidine-1-carboxylate